FC=1C=C2C(=CNC2=CC1OC)C=O 5-FLUORO-6-METHOXYINDOLE-3-CARBOXALDEHYDE